[Ti].[W].[Mo].[Cr] chromium-molybdenum-tungsten-titanium